FC=1C(=C(C(NC1C)=O)C#N)C 5-fluoro-4,6-dimethyl-2-oxo-1H-pyridine-3-carbonitrile